N-(4-bromo-2-nitro-5-(trifluoromethyl)phenyl)-2,2,2-trifluoroacetamide BrC1=CC(=C(C=C1C(F)(F)F)NC(C(F)(F)F)=O)[N+](=O)[O-]